(S)-N-((3-(6-(4-(4-aminopyrimidin-2-yl)piperazin-1-yl)-5-fluoropyridin-3-yl)-2-oxazolidinone-5-yl)methyl)acetamide NC1=NC(=NC=C1)N1CCN(CC1)C1=C(C=C(C=N1)N1C(O[C@H](C1)CNC(C)=O)=O)F